6-(benzo[d][1,3]dioxol-5-yl)-2-methyl-7-nicotinoyl-2,3,6,7,12,12a-hexahydropyrazino[1',2':1,6]pyrido[3,4-b]indole-1,4-dione O1COC2=C1C=CC(=C2)C2N1C(CC3=C2N(C=2C=CC=CC32)C(C3=CN=CC=C3)=O)C(N(CC1=O)C)=O